2,6-bis(p-decylphenyl)anthracene C(CCCCCCCCC)C1=CC=C(C=C1)C1=CC2=CC3=CC=C(C=C3C=C2C=C1)C1=CC=C(C=C1)CCCCCCCCCC